9-bromo-2,8-dichloro-10-fluoro-4-((1-trityl-1H-imidazol-5-yl)methyl)-5,6-dihydro-4H-[1,4]oxazepino[5,6,7-de]quinazoline BrC=1C(=C2C=3C(=NC(=NC3C1F)Cl)N(CCO2)CC2=CN=CN2C(C2=CC=CC=C2)(C2=CC=CC=C2)C2=CC=CC=C2)Cl